Cl.COC1=CC=C2C=CC=C(C2=C1)CCN 2-(7-methoxy-naphthyl)ethylamine hydrochloride